O(C#N)C1=CC=C(C=C1)C(C)(CC)C1=CC=C(C=C1)OC#N 2,2-Bis(4-cyanatophenyl)butan